4-(4-Chloro-3-(trifluoromethyl)phenoxy)-3,5-difluorobenzaldehyde ClC1=C(C=C(OC2=C(C=C(C=O)C=C2F)F)C=C1)C(F)(F)F